4-(4-Bromo-3-hydroxy-6-naphthalen-1-ylmethyl-pyridin-2-yl)-4-oxo-butyric acid ethyl ester C(C)OC(CCC(=O)C1=NC(=CC(=C1O)Br)CC1=CC=CC2=CC=CC=C12)=O